ethyl(4,5-dihydroxy-9,10-dioxo-9,10-dihydroanthracene-2-carbonyl)leucinate C(C)N([C@@H](CC(C)C)C(=O)[O-])C(=O)C1=CC=2C(C3=CC=CC(=C3C(C2C(=C1)O)=O)O)=O